F[C@H]1[C@]2(CC[C@@](C[C@@H]1N(C1=CC=C(N=N1)C1=C(C=C(C=C1)N1C=NC=C1)O)C)(N2)C)C 2-(6-(((1R,2R,3S,5S)-2-fluoro-1,5-dimethyl-8-azabicyclo[3.2.1]octan-3-yl)(methyl)amino)pyridazin-3-yl)-5-(1H-imidazol-1-yl)phenol